C[NH2+]CC(=O)[O-] The molecule is an amino acid zwitterion obtained by transfer of a proton from the carboxy to the amino group of sarcosine; major species at pH 7.3. It is a tautomer of a sarcosine.